(3R)-3-{1-cyclopropyl[({5-[3-fluoro-5-(trifluoromethoxy)phenyl]-1,2-oxazol-3-yl}methyl)carbamoyl]amino}-N-methylpiperidine-1-carboxamide C1(CC1)N([C@H]1CN(CCC1)C(=O)NC)C(NCC1=NOC(=C1)C1=CC(=CC(=C1)OC(F)(F)F)F)=O